NC1=NN2C(C=C(C=C2)C=2C(=C(C(=O)O)C(=CC2)Cl)F)=N1 3-(2-amino-[1,2,4]triazolo[1,5-a]pyridin-7-yl)-6-chloro-2-fluorobenzoic acid